N[C@@H](CCCCNCC(=O)[C@@H](O)[C@H](O)[C@H](O)CO)C(=O)O 1-deoxy-1-(N6-lysino)-D-fructose